13-(1,3-dihydroxypropyl)oxatridecan-2-one OC(CCO)CCCCCCCCCCCC(O)=O